N-(2-{6-azaspiro[2.5]octan-6-yl}-4-bromophenyl)-8-(4,4-difluoropiperidin-1-yl)quinoline-6-Formamide C1CC12CCN(CC2)C2=C(C=CC(=C2)Br)NC(=O)C=2C=C1C=CC=NC1=C(C2)N2CCC(CC2)(F)F